O1CC(CC1)CNC(=O)C=1C=C(C=2N(N1)C=CC2)CC2=CC=C(C=C2)C=2C=NN(C2)C N-[Tetrahydrofuran-3-ylmethyl]4-[4-(1-methyl-1H-pyrazol-4-yl)-benzyl]-pyrrolo[1,2-b]pyridazine-2-carboxamide